ClC1=CC(=C(C=C1)/C(=C/C(O)C=1C(=C(C=CC1)C1CCN(CC1)C(=O)OC(C)(C)C)O)/[2H])OC([2H])([2H])[2H] Tert-butyl (E)-4-(3-(3-(4-chloro-2-(methoxy-d3)phenyl)-1-hydroxyallyl-3-d)-2-hydroxyphenyl)piperidine-1-carboxylate